FC(C(=O)O)(F)F.CC=1C2=C(N=NC1C1=C(C=C(C=C1)C(F)(F)F)O)N(CCC2)[C@H]2CNCCC2 2-{4-methyl-8-[(3R)-piperidin-3-yl]-5H,6H,7H-pyrido[2,3-c]pyridazin-3-yl}-5-(trifluoromethyl)phenol trifluoroacetate